5-(4-Methylpiperazin-1-yl)-2'-(5-phenyl-1H-imidazol-2-yl)-3,4'-bipyridin CN1CCN(CC1)C=1C=C(C=NC1)C1=CC(=NC=C1)C=1NC(=CN1)C1=CC=CC=C1